FC1=CC=2C=C(C=NC2CC1)O 6-fluoro-7,8-dihydroquinolin-3-ol